C(C=C)OCCCCOCC=C butylene glycol diallyl ether